2-(6-Chloro-benzothiazol-2-ylamino)-3-methyl-3H-benzoimidazole ClC1=CC2=C(N=C(S2)NC=2N(C3=C(N2)C=CC=C3)C)C=C1